tert-Butyl (trans-4-(2-(4-(pyrimidin-2-yl)piperazin-1-yl)ethyl)cyclohexyl)carbamate N1=C(N=CC=C1)N1CCN(CC1)CC[C@@H]1CC[C@H](CC1)NC(OC(C)(C)C)=O